CC=1NC2=C(N1)C=CC(=C2C)C 2,4,5-trimethylbenzimidazole